C(C=CC=CC=CC=CC=CC=CC=CC=CC=CC=CC=CC)=O 2,4,6,8,10,12,14,16,18,20,22-tetracosaundecaenal